N-{2-[3-cyano-6-(3-hydroxy-3-methylazetidin-1-yl)pyridin-2-yl]-5-(2,6-difluoro-4-methoxyphenyl)-1-methyl-3-oxo-2,3-dihydro-1H-pyrazol-4-yl}-4-(difluoromethoxy)benzamide C(#N)C=1C(=NC(=CC1)N1CC(C1)(C)O)N1N(C(=C(C1=O)NC(C1=CC=C(C=C1)OC(F)F)=O)C1=C(C=C(C=C1F)OC)F)C